C(C)=C1C2C3C4C=CC(C3C(C1)C2)C4 8-ethylidene-tetracyclo[4.4.0.12,5.17,10]dodeca-3-ene